C(C)(C)(C)C(C(C)(C)C)=C(C(=O)OCC)C(=O)OCC diethyl (di-t-butylmethylene)malonate